3-hydroxy-4-methoxybenzene OC=1C=CC=CC1OC